3,9-diazabicyclo[3.3.1]Nonane C12CNCC(CCC1)N2